N-((4R,5S,7R,8R,9S,10R)-8,10-dihydroxy-7-(hydroxymethyl)-9-(4-(3,4,5-trifluorophenyl)-1H-1,2,3-triazol-1-yl)-1,6-dioxaspiro[4.5]decan-4-yl)-2,3-dihydro-1H-indene-1-carboxamide O[C@H]1[C@H](O[C@@]2([C@@H](CCO2)NC(=O)C2CCC3=CC=CC=C23)[C@@H]([C@H]1N1N=NC(=C1)C1=CC(=C(C(=C1)F)F)F)O)CO